FC1=C(C=CC=C1C(F)(F)F)[C@@H]1N(OCC1)C1=CC(=NC=N1)NC=1C(=CC(=C(C1)NC(C=C)=O)N1CC(N(CC1)C)=O)OC (R)-N-(5-((6-(3-(2-fluoro-3-(trifluoromethyl)phenyl)isoxazolidin-2-yl)pyrimidin-4-yl)amino)-4-methoxy-2-(4-methyl-3-oxopiperazin-1-yl)phenyl)acrylamide